cis-1,1-di-tert-butyl-2,3-dimethylsilirane C(C)(C)(C)[Si]1([C@H]([C@H]1C)C)C(C)(C)C